sodium (bicarbonate) C([O-])(O)=O.[Na+]